[C@H]1(CCC12OCCO2)N2N=CC(=C2)C=2C(=C(C=CC2)NC2=CC(=NC=C2C(=O)N)NC(=O)[C@H]2CC21CCC1)OC 4-((3-(1-((R)-5,8-dioxaspiro[3.4]octan-1-yl)-1H-pyrazol-4-yl)-2-methoxyphenyl)amino)-6-((S)-spiro[2.3]hexane-1-carboxamido)nicotinamide